C(N)(O[C@@H]1C(N([C@@H](C1)CO)C1=C(C=CC(=C1)Br)[N+](=O)[O-])C(C)(C)C)=O ((3S,5S)-tert-butyl 1-(5-bromo-2-nitrophenyl)-5-(hydroxymethyl) pyrrolidin-3-yl) carbamate